C(C)(=O)N1CCC(CC1)C1C(C(N(CC1)CCN1C=CC=C1)C)COC1=CC=C2CNC(C2=C1)=O (+/-)-6-{[(trans,trans)-4-(1-acetylpiperidin-4-yl)-2-methyl-1-[2-(1H-pyrrol-1-yl)ethyl]piperidin-3-yl]methoxy}-2,3-dihydro-1H-isoindol-1-one